(5-chloro-2-(6-(2,6-dichloro-3,5-dimethoxyphenyl)-4,5,6,7-tetrahydro-1H-indazol-3-yl)phenyl)acrylamide ClC=1C=CC(=C(C1)C(C(=O)N)=C)C1=NNC=2CC(CCC12)C1=C(C(=CC(=C1Cl)OC)OC)Cl